tris(2,6-pyridinedicarboxylic acid) europium [Eu].N1=C(C=CC=C1C(=O)O)C(=O)O.N1=C(C=CC=C1C(=O)O)C(=O)O.N1=C(C=CC=C1C(=O)O)C(=O)O